S-(7-bromo-9,9-dioctyl-9H-fluoren-2-yl) cyclohexanethioate C1(CCCCC1)C(SC1=CC=2C(C3=CC(=CC=C3C2C=C1)Br)(CCCCCCCC)CCCCCCCC)=O